(S)-2-((1H-pyrazolo[3,4-d]pyrimidin-4-yl)amino)-4-((2-(dimethylamino)-2-oxoethyl)(4-(5,6,7,8-tetrahydro-1,8-naphthyridin-2-yl)butyl)amino)butanoic acid N1N=CC=2C1=NC=NC2N[C@H](C(=O)O)CCN(CCCCC2=NC=1NCCCC1C=C2)CC(=O)N(C)C